CNC(=N)N1CC(C=2C3=C(C=CC12)C=CC=C3)C 3-N,1-Dimethyl-1,2-dihydro-3H-benzo[e]indole-3-carboximidamide